[8-(cyclopropylmethyl)-1-(2-trimethylsilylethoxymethyl)pyrrolo[3,2-g]indazol-7-yl]methanol C1(CC1)CN1C(=CC2=CC=C3C=NN(C3=C21)COCC[Si](C)(C)C)CO